BrC=1C=CC(=NC1)OCC(=O)OC(C)(C)C t-butyl [(5-bromopyridin-2-yl)oxy]acetate